CC(C)(C)OC(=O)N1[C@@H]2CC(C[C@H]1COC2)N tert-butyl (1R,5S,7s)-7-amino-3-oxa-9-azabicyclo[3.3.1]nonane-9-carboxylaTE